3-(trifluoromethyl)-5a,6,8,9-tetrahydro-2H-pyrazino[1,2-d]pyrazolo[4,3-b][1,4]oxazin FC(C=1NN=C2C1OCC1N2CCNC1)(F)F